tert-butyl 3-(5-(6-(3-cyanopyrrolo[1,2-b]pyridazin-7-yl)-4-(isoxazol-4-ylamino)pyridin-3-yl)-1,3,4-thiadiazol-2-yl)-3,8-diazabicyclo[3.2.1]octane-8-carboxylate C(#N)C1=CC=2N(N=C1)C(=CC2)C2=CC(=C(C=N2)C2=NN=C(S2)N2CC1CCC(C2)N1C(=O)OC(C)(C)C)NC=1C=NOC1